6-(2-chloro-3,5-dimethoxyphenyl)-N-(4-(4-ethyl-2-oxopiperazin-1-yl)phenyl)-[1,2,4]triazolo[4',3':1,6]pyrido[2,3-d]pyrimidin-2-amine ClC1=C(C=C(C=C1OC)OC)C1=CC2=C(N=C(N=C2)NC2=CC=C(C=C2)N2C(CN(CC2)CC)=O)N2C1=NN=C2